(R)-6'-hydroxy-3'-(2-hydroxybenzyl)-2',4',6'-trimethylspiro[cyclopropane-1,5'-inden]-7'(6'H)-one O[C@@]1(C2(C(=C3C(=C(C=C3C1=O)C)CC1=C(C=CC=C1)O)C)CC2)C